NC1=NC=C(C=N1)C(C(=O)NCC=1C=C2CN(C(C2=CC1)=O)C1C(NC(CC1)=O)=O)(F)F 2-(2-aminopyrimidin-5-yl)-N-((2-(2,6-dioxopiperidin-3-yl)-1-oxoisoindolin-5-yl)methyl)-2,2-difluoroacetamide